COC(=O)C=1C(N(C2=CC(=CC=C2C1N)C(F)(F)F)C1=CC=NC=C1)=O 4-Amino-2-oxo-1-(pyridin-4-yl)-7-(trifluoromethyl)-1,2-dihydroquinoline-3-carboxylic acid methyl ester